ClC=1C(=C2C(=NC1)NC(=N2)C2=CC=C(C=C2)N2CCN(CC2)CC2=NC=CC=C2)NC2CCN(CC2)CC 6-Chloro-N-(1-ethylpiperidin-4-yl)-2-{4-[4-(pyridin-2-ylmethyl)piperazin-1-yl]phenyl}-3H-imidazo[4,5-b]pyridin-7-amine